N1(CCOCC1)CCNC([C@H](N)C)=O N-[2-(morpholin-4-yl)ethyl]-D-alaninamide